(E)-3-(2-((4-(2-(4-chloro-2-fluorophenyl)-2-methylbenzo[d][1,3]dioxol-4-yl)piperidin-1-yl)methyl)-1-(2-(difluoromethoxy)ethyl)-1H-imidazol-5-yl)acrylic acid ClC1=CC(=C(C=C1)C1(OC2=C(O1)C=CC=C2C2CCN(CC2)CC=2N(C(=CN2)/C=C/C(=O)O)CCOC(F)F)C)F